[C@H]12OC[C@H](N(C1)C1=C(C=C(C=N1)N)OC)C2 6-((1R,4R)-2-oxa-5-azabicyclo[2.2.1]heptan-5-yl)-5-methoxypyridin-3-amine